C(CCC)N1N=C(C(=C1C1=NNC(=N1)N1N=C(C=2C1=CN=C(C2)C)C(=O)N)O)C 1-[3-(2-Butyl-4-hydroxy-5-methyl-pyrazol-3-yl)-1H-1,2,4-triazol-5-yl]-5-methyl-pyrazolo[3,4-c]pyridine-3-carboxamide